4-(3,8-diazabicyclo[3.2.1]octan-3-yl)-7-(6-chloro-3,5-dimethyl-1H-indazol-4-yl)-6,8-difluoro-2-((1-(((R)-3-fluoropyrrolidin-1-yl)methyl)cyclopropyl)methoxy)quinazoline C12CN(CC(CC1)N2)C2=NC(=NC1=C(C(=C(C=C21)F)C2=C1C(=NNC1=CC(=C2C)Cl)C)F)OCC2(CC2)CN2C[C@@H](CC2)F